6-isopropyldimethylaniline C(C)(C)C1=CC=CC=C1N(C)C